COC1=CC=C(C=C1)C(NC1=C2NC=NC2=NC=N1)(C1=CC=CC=C1)C1=CC=CC=C1 N-[(4-methoxyphenyl)diphenylmethyl]purin-6-amine